3,3'-diamino-4,4'-bifurazan NC1=NON=C1C=1C(=NON1)N